C1(CCCCC1)CC(=O)O cyclohexaneethanoic acid